4-bromo-N1-methyl-5-((trimethylsilyl)ethynyl)-2,7-naphthyridine-1,6-diamine BrC1=CN=C(C2=CN=C(C(=C12)C#C[Si](C)(C)C)N)NC